C1(CC1)CN(CCCN(C)C)CCCNC1=CC(=NC2=CC=CC=C12)C1=CC=C(C=C1)OC N1-(cyclopropylmethyl)-N1-(3-((2-(4-methoxyphenyl)quinolin-4-yl)amino)propyl)-N3,N3-dimethyl-propane-1,3-diamine